COS(=O)(=O)[O-].C(CCCCCCCCCCCCCCCCC)(=O)CC(C[N+](C)(C)CC(CC(CCCCCCCCCCCCCCCCC)=O)O)O N,N-bis-(stearoyl-2-hydroxypropyl)-N,N-dimethylammonium methylsulfate